1,3-bis(1,1,1,3,3,3-hexafluoroprop-2-yloxy)-2,3,4,4,5,5-hexafluorocyclopentene FC(C(C(F)(F)F)OC1=C(C(C(C1(F)F)(F)F)(F)OC(C(F)(F)F)C(F)(F)F)F)(F)F